thiocyanic acid trisodium salt [Na+].[Na+].[Na+].N#C[S-].N#C[S-].N#C[S-]